OCC1(CCC1)NC=1C2=C(N=C(N1)C#C[Si](C)(C)C)CCCS2(=O)=O 4-((1-(hydroxymethyl)cyclobutyl)amino)-2-((trimethylsilyl)ethynyl)-7,8-dihydro-6H-thiopyrano[3,2-d]pyrimidine 5,5-dioxide